FC1=C(C(=O)O)C(=C(C(=C1C(=O)O)F)F)F 2,4,5,6-tetrafluoroisophthalic acid